4-[2-chloro-4-[[5-[4-[1-[2-(difluoromethoxy)ethyl]-3-methyl-pyrazol-4-yl]-2,3-difluoro-phenyl]-1-methyl-imidazole-2-carbonyl]amino]benzoyl]piperazine-1-carboxylic acid tert-butyl ester C(C)(C)(C)OC(=O)N1CCN(CC1)C(C1=C(C=C(C=C1)NC(=O)C=1N(C(=CN1)C1=C(C(=C(C=C1)C=1C(=NN(C1)CCOC(F)F)C)F)F)C)Cl)=O